CC(C#N)(C)C1=NC=C(C=C1)NCC#CC=1N(C2=CC=CC(=C2C1)NC1CN(CC1)C)CC(F)(F)F 2-methyl-2-{5-[(3-{4-[(1-methylpyrrolidin-3-yl)amino]-1-(2,2,2-trifluoroethyl)-1H-indol-2-yl}prop-2-yn-1-yl)amino]pyridin-2-yl}propanenitrile